CC1=CC=CC2=C(C3=CC=CC=C3C(=C12)OC(CCCCCCC)=O)OC(CCCCCCC)=O 1-methyl-9,10-bis(n-octanoyloxy)anthracene